C(C)OC(C(CC1=CC=CC=C1)NC(=O)C1=CC(=C2CC(OC(C2=C1O)=O)C)Cl)=O 2-[(5-chloro-8-hydroxy-3-methyl-1-Oxo-3,4-dihydroisochromene-7-carbonyl)amino]-3-phenylpropionic acid ethyl ester